C1(CC1)N(C1=CC2=C(C(=N1)CNC)CN(C2=O)C2=NC(=CC=C2)C=2N1C(=NN2)CCC1(C)C)C 6-(cyclopropyl(methyl)amino)-2-(6-(5,5-Dimethyl-6,7-dihydro-5H-pyrrolo[2,1-c][1,2,4]triazol-3-yl)pyridin-2-yl)-4-((methylamino)methyl)-2,3-dihydro-1H-pyrrolo[3,4-c]pyridin-1-one